N(=[N+]=[N-])CC[C@H](C(=O)N1C(OC[C@H]1CC1=CC=CC=C1)=O)C (R)-3-((R)-4-azido-2-methylbutyryl)-4-benzyloxazolidin-2-one